CC=1OC2=C(C1C(=O)O)C=C(C=C2)C(C)C2=CC=CC=C2 2-methyl-5-(1-phenylethyl)benzofuran-3-carboxylic acid